CC1(C2=CC=CC=C2C=2C=CC(=CC12)N)C 9,9-bis-methyl-9H-fluoren-2-amine